1,2-Dithiolan S1SCCC1